tert-butyl (2-(6-(4-fluoro-2-(2-(3-(2-hydroxypropan-2-yl)-1,5-dimethyl-1H-pyrazol-4-yl)ethoxy)phenyl)imidazo[1,2-a]pyridin-3-yl)ethyl)carbamate FC1=CC(=C(C=C1)C=1C=CC=2N(C1)C(=CN2)CCNC(OC(C)(C)C)=O)OCCC=2C(=NN(C2C)C)C(C)(C)O